OC[C@@H]1N(C[C@@H](C1)OC1=CC=C(C=C1)C(F)(F)F)C(=O)OC(C)(C)C tert-butyl (2R,4R)-2-(hydroxymethyl)-4-(4-(trifluoromethyl) phenoxy)pyrrolidine-1-carboxylate